(S)-tert-butyl 2-(((S)-1-cyano-2-(2-fluoro-4-(3-methyl-2-oxo-2,3-dihydrobenzo[d]oxazol-5-yl)phenyl)ethyl)carbamoyl)-1,4-oxazepane-4-carboxylate C(#N)[C@H](CC1=C(C=C(C=C1)C=1C=CC2=C(N(C(O2)=O)C)C1)F)NC(=O)[C@H]1OCCCN(C1)C(=O)OC(C)(C)C